OC1(COC1)C1=CC=C(C=C1)C(=O)N1CC=C(CC1)C1=CC=C(C=C1)C(F)(F)F (4-(3-hydroxyoxetan-3-yl)phenyl)(4-(4-(trifluoromethyl)phenyl)-5,6-dihydropyridin-1(2H)-yl)methanone